5-(4-bromo-2,6-difluoro-phenyl)hexa-2,4-dienoic acid ethyl ester C(C)OC(C=CC=C(C)C1=C(C=C(C=C1F)Br)F)=O